N1=CC=CC2=CC(=CC=C12)C=1N=C(SC1)C=1N=C(SC1)N (6-quinolyl)-[2,4'-bithiazole]-2'-amine